[NH4+].C(CCCCCCC\C=C/C\C=C/CCCCC)(=O)N(C)CC(=O)O N-linoleoyl-sarcosine ammonium